N-(5-((6-((R)-3-(3-chloro-4-fluorophenyl)isoxazolidine-2-yl)pyrimidine-4-yl)amino)-2-(4-isopropylpiperazine-1-yl)-4-methoxyphenyl)acrylamide ClC=1C=C(C=CC1F)[C@@H]1N(OCC1)C1=CC(=NC=N1)NC=1C(=CC(=C(C1)NC(C=C)=O)N1CCN(CC1)C(C)C)OC